[Si](C1=CC=CC=C1)(C1=CC=CC=C1)(C(C)(C)C)OCCCCCCCCCC(CC(=O)OCC)CCCCCCCCC ethyl 12-((tert-butyldiphenylsilyl) oxy)-3-nonyldodecanoate